O(C1=CC=CC=C1)CCN(CC[C@@H](C(=O)O)NC([C@@](C(F)(F)F)(C1=CC=CC=C1)OC)=O)CCCCC1=NC=2NCCCC2C=C1 (S)-4-((2-phenoxyethyl)(4-(5,6,7,8-tetrahydro-1,8-naphthyridin-2-yl)butyl)amino)-2-((R)-3,3,3-trifluoro-2-methoxy-2-phenylpropanamido)butanoic acid